5-(3-(2,2-difluoroethyl)-2-methyl-3H-imidazo[4,5-b]pyridin-5-yl)-N-((1-fluorocyclopropyl)methyl)-7H-pyrrolo[2,3-d]pyrimidin-2-amine FC(CN1C(=NC=2C1=NC(=CC2)C2=CNC=1N=C(N=CC12)NCC1(CC1)F)C)F